C(CCCCCCC)N octane-amine